1-((3R,4S)-4-(3-((4-amino-5-(4-chloro-3-methoxyphenyl)-7-(2-hydroxy-2-methylpropyl)-7H-pyrrolo[2,3-d]pyrimidin-6-yl)ethynyl)azetidin-1-yl)-3-fluoropiperidin-1-yl)prop-2-en-1-one NC=1C2=C(N=CN1)N(C(=C2C2=CC(=C(C=C2)Cl)OC)C#CC2CN(C2)[C@@H]2[C@@H](CN(CC2)C(C=C)=O)F)CC(C)(C)O